C(C)(C)(C)OOC(C1=CC=CC=C1)=O.C(#N)N1CC(CCC1)(C(=O)NC1=NOC(=C1)C1=CC(=CC=C1)C(F)(F)F)F 1-cyano-3-fluoro-N-(5-(3-(trifluoromethyl)phenyl)isoxazol-3-yl)piperidine-3-carboxamide tert-butyl-peroxybenzoate